C(C)(=O)O[C@@H](C)CCCCC[C@@H](CC)C (2S,8R)-8-Methyldecan-2-yl acetate